methyl 5-(3-aminocyclohexyl)-2-methoxybenzoate NC1CC(CCC1)C=1C=CC(=C(C(=O)OC)C1)OC